((6'-chloro-3-methoxy-[2,4'-bipyridyl]-2'-yl)imino)dimethyl-λ6-sulfanone ClC1=CC(=CC(=N1)N=S(=O)(C)C)C1=NC=CC=C1OC